N-[(2-Oxo-1H-pyridin-3-yl)sulfonyl]-6-(4-propoxyphenyl)-2-(2,4,6-trimethylphenoxy)pyridin-3-carboxamid O=C1NC=CC=C1S(=O)(=O)NC(=O)C=1C(=NC(=CC1)C1=CC=C(C=C1)OCCC)OC1=C(C=C(C=C1C)C)C